[C-]#N.C(CC)[NH+]1C(CCCC1)CCCC 1-Propyl-2-butylpiperidinium cyanid